COC(C1=C(C=C(C=C1)OC1OCCCC1)O)=O 2-hydroxy-4-(tetrahydropyran-2-yloxy)-benzoic acid methyl ester